[C@@H]1([C@H](O)[C@@H](O)[C@@H](O)[C@H](O1)C(=O)O)O[C@@H]1[C@H]([C@@H](O[C@@H]([C@@H]1O)CO)O[C@H]1[C@@H](O[C@H]([C@@H]([C@H]1OC(C)=O)O)C)O[C@H]1[C@H](OCCC)O[C@H]([C@@H]([C@H]1O)O)C)NC(C)=O Propyl β-D-galactopyranosyluronic acid-(1→3)-2-acetamido-2-deoxy-β-D-galactopyranosyl-(1→2)-3-O-acetyl-α-L-rhamnopyranosyl-(1→2)-α-L-rhamnopyranoside